N1CCC(CC1)C1=NC=C(C=N1)B1OC(C(O1)(C)C)(C)C 2-(piperidin-4-yl)-5-(4,4,5,5-tetramethyl-1,3,2-dioxaborolan-2-yl)pyrimidine